fluorine water O.[F]